C(C)OC1CN(C1)C(=O)C1=NN2C([C@@H](N=C(C3=C2C=CC(=C3Cl)Cl)C3=NC=CC=C3F)C)=N1 (3-Ethoxyazetidin-1-yl)-[(4S)-7,8-dichloro-6-(3-fluoro-2-pyridinyl)-4-methyl-4H-[1,2,4]triazolo[1,5-a][1,4]benzodiazepine-2-Yl]methanone